(R)-1-(N-(tert-Butoxycarbonyl)-N-methyl-L-leucyl)-4-methylpiperazine-2-carboxylic acid C(C)(C)(C)OC(=O)N([C@@H](CC(C)C)C(=O)N1[C@H](CN(CC1)C)C(=O)O)C